2-ethoxy-4-(ethoxymethoxy)-6-fluorobenzaldehyde C(C)OC1=C(C=O)C(=CC(=C1)OCOCC)F